N,N-Diallyltryptamine C(C=C)N(CCC1=CNC2=CC=CC=C12)CC=C